(l)-4,5,7-trimethoxy-9,10-dicarbonyl-9,10-dihydroanthracene-2-carboxylic acid COC1=CC(=CC=2C(C3=CC(=CC(=C3C(C12)=C=O)OC)OC)=C=O)C(=O)O